cyanoamine C(#N)N